2',5'-dihexyl-2,2''-dimethyl-N-(4'-propyl-[1,1'-biphenyl]-4-yl)[1,1':4',1'':4'',1'''-quaterphenyl]-4-amine C(CCCCC)C1=C(C=C(C(=C1)C1=C(C=C(C=C1)C1=CC=CC=C1)C)CCCCCC)C1=C(C=C(C=C1)NC1=CC=C(C=C1)C1=CC=C(C=C1)CCC)C